ClC=1NC2=CC=CC=C2C(N1)=O 2-Chloroquinazolin-4(1H)one